ethan-1-olate C(C)[O-]